8-(4-chlorophenyl)-2-ethoxy-6-(1-methyl-1H-benzo[d]imidazol-6-yl)pyrido[4,3-d]pyrimidin-7(6H)-one ClC1=CC=C(C=C1)C=1C(N(C=C2C1N=C(N=C2)OCC)C=2C=CC1=C(N(C=N1)C)C2)=O